[Cl-].C[N+](=C)C N,N-dimethylmethyleneiminium chloride